3-(1-benzyl-1H-pyrazol-4-yl)-6-(8-(7-chlorobenzo[d]thiazol-2-ylcarbamoyl)-3,4-dihydroisoquinolin-2(1H)-yl)picolinic acid tert-butyl ester C(C)(C)(C)OC(C1=NC(=CC=C1C=1C=NN(C1)CC1=CC=CC=C1)N1CC2=C(C=CC=C2CC1)C(NC=1SC2=C(N1)C=CC=C2Cl)=O)=O